ClC=1C(=NC=C(C1)F)CN (3-chloro-5-fluoro-2-pyridyl)methanamine